[Pd].C1(=CC=CC=C1)C=CC(C=CC1=CC=CC=C1)=O.C1(=CC=CC=C1)C=CC(C=CC1=CC=CC=C1)=O.C1(=CC=CC=C1)C=CC(C=CC1=CC=CC=C1)=O tris(1,5-diphenylpenta-1,4-dien-3-one) palladium (0)